NC1=NC=2N(C(=N1)N(CC1=CC=C(C=C1)OC)C1CC1)N=CC2C#N Amino-4-(cyclopropyl(4-methoxybenzyl)amino)pyrazolo[1,5-a][1,3,5]triazine-8-carbonitrile